methyl N-[5-({4-[(2S)-2-({2,7-dimethylthieno[3,2-d]pyrimidin-4-yl} amino)propyl]piperazin-1-yl} sulfonyl)-4-methyl-1,3-thiazol-2-yl]carbamate CC=1N=C(C2=C(N1)C(=CS2)C)N[C@H](CN2CCN(CC2)S(=O)(=O)C2=C(N=C(S2)NC(OC)=O)C)C